Methyl cyclohexylformate C1(CCCCC1)C(=O)OC